(2S,4R)-(1-((5-methoxy-7-methyl-1H-indol-4-yl)methyl)-4-(1H-1,2,4-triazol-1-yl)piperidin-2-yl)benzoic acid COC=1C(=C2C=CNC2=C(C1)C)CN1[C@@H](C[C@@H](CC1)N1N=CN=C1)C1=C(C(=O)O)C=CC=C1